C(C)C1C(NC2=CC=CC=3C=C(N1C32)C(=O)OC)C methyl 11-ethyl-10-methyl-1,9-diazatricyclo[6.3.1.04,12]dodeca-2,4(12),5,7-tetraene-2-carboxylate